methyl 3-(4-chloro-2-fluorophenyl)-7-fluoro-4-oxo-2,3-dihydro-1H-quinoline-5-carboxylate ClC1=CC(=C(C=C1)C1CNC=2C=C(C=C(C2C1=O)C(=O)OC)F)F